NC1(CCCC1)C(=O)NC1=CC(=C(C=C1)OCCCN1CCNCC1)OC 1-amino-N-(3-methoxy-4-(3-(1-piperazinyl)propoxy)phenyl)cyclopentane-1-formamide